((5-(4-(trifluoromethyl)phenyl)thiophen-2-yl)methyl)quinoxaline-2-carboxamide FC(C1=CC=C(C=C1)C1=CC=C(S1)CC=1C(=NC2=CC=CC=C2N1)C(=O)N)(F)F